2-(4'-(dimethylcarbamoyl)biphenyl-4-yl)propan-2-ylcarbamic acid 1-azabicyclo[3.2.2]non-4-yl ester N12CCC(C(CC1)CC2)OC(NC(C)(C)C2=CC=C(C=C2)C2=CC=C(C=C2)C(N(C)C)=O)=O